5-chloro-N2-(2-cyclopropoxy-4-piperidin-4-yl-5-methylphenyl)-N4-[1-methyl-3-(isopropyl-sulfonyl)-1H-pyrazol-4-yl]-pyrimidin-2,4-diamine ClC=1C(=NC(=NC1)NC1=C(C=C(C(=C1)C)C1CCNCC1)OC1CC1)NC=1C(=NN(C1)C)S(=O)(=O)C(C)C